5-(hydroxymethyl)-7-[4-(trifluoromethoxy)phenyl]-2,3-dihydrobenzofuran-4-carbonitrile OCC1=CC(=C2C(CCO2)=C1C#N)C1=CC=C(C=C1)OC(F)(F)F